tert-butyl (tert-butoxycarbonyl)(9H-purin-6-yl)carbamate C(C)(C)(C)OC(=O)N(C(OC(C)(C)C)=O)C1=C2N=CNC2=NC=N1